4-((2-Amino-9-((2R,3S,4S,5R)-4-fluoro-3-hydroxy-5-(hydroxymethyl)tetrahydrofuran-2-yl)-6,8-dioxo-1,6,8,9-tetrahydro-7H-purin-7-yl)methyl)benzaldehyd NC=1NC(C=2N(C(N(C2N1)[C@@H]1O[C@@H]([C@H]([C@H]1O)F)CO)=O)CC1=CC=C(C=O)C=C1)=O